[Si](C)(C)(C(C)(C)C)O[C@H]1C[C@@H](O[C@]1(C#C)CO[Si](C)(C)C(C)(C)C)N1C=CC2=C1N=C(N=C2NC(C2=CC=CC=C2)=O)Cl N-(7-((2R,4S,5R)-4-((tert-butyldimethylsilyl)oxy)-5-(((tert-butyldimethylsilyl)oxy)methyl)-5-ethynyltetrahydrofuran-2-yl)-2-chloro-7H-pyrrolo[2,3-d]pyrimidin-4-yl)benzamide